N-(6-bromobenzo[d]thiazole-2-yl)-3-chloropropionamide BrC1=CC2=C(N=C(S2)NC(CCCl)=O)C=C1